NC1=NC2=CC(=CC=C2C=C1F)CN(C(=O)C=1C=NC(=CC1)C)C1=CC=CC=2CCS(C21)(=O)=O N-[(2-amino-3-fluoroquinolin-7-yl)methyl]-N-(1,1-dioxo-2,3-dihydro-1λ6-benzothiophen-7-yl)-6-methylpyridine-3-carboxamide